C(C)(=O)N[C@H](C(=O)N1[C@@H](C[C@H](C1)O)C(=O)NCC1=CC(=NO1)C1=CC=C(C=C1)C)C (2S,4R)-1-((S)-2-acetamidopropanoyl)-4-hydroxy-N-((3-(p-tolyl)isoxazol-5-yl)methyl)pyrrolidine-2-carboxamide